7-Amino-2'-(((2R,7aS)-2-fluorotetrahydro-1H-pyrrolizin-7a(5H)-yl)methoxy)-4'-hydroxy-3,4,5',8'-tetrahydro-2H-spiro[naphthalene-1,7'-pyrano[4,3-d]pyrimidine]-8-carbonitrile NC1=CC=C2CCCC3(CC=4N=C(N=C(C4CO3)O)OC[C@]34CCCN4C[C@@H](C3)F)C2=C1C#N